C(#N)C1=CC(=C(COC2=CC=CC(=N2)C2=CC(=C(CC3=NC4=C(N3CC3OCC3)C=C(C=C4)C(=O)O)C=C2)F)C=C1)F 2-(4-(6-((4-cyano-2-fluorobenzyl)oxy)pyridin-2-yl)-2-fluorobenzyl)-1-(oxetan-2-ylmethyl)-1H-benzo[d]imidazole-6-carboxylic acid